S1N=C(C2=C1C=CC=C2)N2CCN(CC2)CCC2(CCC(CC2)NC(=O)NCC)F 1-(cis-4-(2-(4-(benzo[d]isothiazol-3-yl)piperazin-1-yl)ethyl)-4-fluorocyclohexyl)-3-ethylurea